2,5-dioxopyrrolidin-1-yl 3-(2-(2-(2-bromoacetamido)ethoxy)ethoxy)propanoate BrCC(=O)NCCOCCOCCC(=O)ON1C(CCC1=O)=O